4-(3-(2-hydroxypyridin-3-yl)pyrazolo[1,5-a]pyrimidin-5-yl)piperazine-1-carboxylic acid isopropyl ester C(C)(C)OC(=O)N1CCN(CC1)C1=NC=2N(C=C1)N=CC2C=2C(=NC=CC2)O